C(C=C)OC(=O)[C@H]1O[C@H]([C@@H]([C@H]([C@@H]1O)O)O)O.OCCN(CCO)C(CO)(CO)CO Bis(2-hydroxyethyl)amino-tris(hydroxymethyl)methane allyl-(2S,3S,4S,5R,6R)-3,4,5,6-tetrahydroxytetrahydro-2H-pyran-2-carboxylate